C(C)(C)(C)OC(=O)N1CCC(CC1)N1C(C(CC1)C(=O)OCC)=O 4-(3-(ethoxycarbonyl)-2-oxopyrrolidin-1-yl)piperidine-1-carboxylic acid tert-butyl ester